4-[5-chloro-8-(2,6-difluorophenyl)-2,3,7,9,11-pentazatricyclo[8.4.0.02,6]tetradeca-1(10),3,5,7,11,13-hexaen-13-yl]morpholine ClC=1C=NN2C=3C=C(C=NC3NC(=NC12)C1=C(C=CC=C1F)F)N1CCOCC1